F[Sb-](F)(F)(F)(F)F.C(C1=CC=CC=C1)(=O)C1=CC=C(C=C1)SC1=CC=C(C=C1)[S+](C1=CC=C(C=C1)F)C1=CC=C(C=C1)F 4-[4'-(benzoyl)phenylthio]phenyl-di(4-fluorophenyl)sulfonium hexafluoroantimonate